2-(but-2-yn-1-yl)-7-((2S,5R)-4-(1-(2,2-difluorobenzo[d][1,3]dioxol-5-yl)ethyl)-2,5-dimethylpiperazin-1-yl)-4-methyl-2,4-dihydro-5H-pyrazolo[4,3-b]pyridin-5-one C(C#CC)N1N=C2C(N(C(C=C2N2[C@H](CN([C@@H](C2)C)C(C)C2=CC3=C(OC(O3)(F)F)C=C2)C)=O)C)=C1